(2S,4R)-1-[(2S)-2-[3-(azetidin-3-ylmethoxy)isoxazol-5-yl]-3-methyl-butanoyl]-4-hydroxy-N-[(1S)-1-[4-(4-methylthiazol-5-yl)phenyl]ethyl]pyrrolidine-2-carboxamide N1CC(C1)COC1=NOC(=C1)[C@@H](C(=O)N1[C@@H](C[C@H](C1)O)C(=O)N[C@@H](C)C1=CC=C(C=C1)C1=C(N=CS1)C)C(C)C